7-[(2-Methoxyethyl)amino]-1,6-dimethyl-4-[4-(5-methyl-1,3-benzooxazol-2-yl)piperidin-1-yl]-2-oxo-1,2-dihydroquinoline-3-carbonitrile COCCNC1=C(C=C2C(=C(C(N(C2=C1)C)=O)C#N)N1CCC(CC1)C=1OC2=C(N1)C=C(C=C2)C)C